4,6-bis-(2,4-dimethylphenyl)-2-(2-hydroxy-4-(3-tridecyloxy-2-hydroxypropoxy)phenyl)-s-Triazine CC1=C(C=CC(=C1)C)C1=NC(=NC(=N1)C1=C(C=C(C=C1)C)C)C1=C(C=C(C=C1)OCC(COCCCCCCCCCCCCC)O)O